2,5-dichlorobenzenesulfinic acid ClC1=C(C=C(C=C1)Cl)S(=O)O